5-[4-[3-(2-methylphenyl)propionylamino]phenyl]-1H-naphtho[1,2-b][1,4]diazepine-2,4(3H,5H)-Dione CC1=C(C=CC=C1)CCC(=O)NC1=CC=C(C=C1)N1C2=C(NC(CC1=O)=O)C1=CC=CC=C1C=C2